BrC=1SC(=CN1)CO (2-bromothiazol-5-yl)methanol